2-(4-bromophenyl)-4-(dibenzo[b,d]furan-1-yl)-6-phenyl-1,3,5-triazine BrC1=CC=C(C=C1)C1=NC(=NC(=N1)C1=CC=CC=2OC3=C(C21)C=CC=C3)C3=CC=CC=C3